N[C@@H](CCC(=O)[O-])C(=O)OC(C=CCCCCCCCC)=O.[Na+].[Na+].C(C=CCCCCCCCC)(=O)OC([C@@H](N)CCC(=O)[O-])=O di-sodium undecenoyl glutamate